3-(thiazol-2-yl)-1,2,4-triazine-6-carboxamide S1C(=NC=C1)C=1N=NC(=CN1)C(=O)N